1,2,4-triazole-1-carboxamide N1(N=CN=C1)C(=O)N